C(#N)[C@H]1N(CSC1)C(CNC(=O)C1=CC=NC2=CC=C(C=C12)CC1=CC(=NN1C)C)=O (R)-N-(2-(4-Cyanothiazolidin-3-yl)-2-oxoethyl)-6-((1,3-dimethyl-1H-pyrazol-5-yl)methyl)quinoline-4-carboxamide